CN1C=CC=2C1=NC(=CC2N2CCCC2)C=2C=C1CN(C(C1=CC2)=O)C2C(NC(CC2)=O)=O 3-(5-(1-methyl-4-(pyrrolidin-1-yl)-1H-pyrrolo[2,3-b]pyridin-6-yl)-1-oxoisoindolin-2-yl)piperidine-2,6-dione